6-bromo-1(2H)-isoquinolone BrC=1C=C2C=CNC(C2=CC1)=O